hydroxy-ethyl acrylate hydroxybutyl-acrylate OCCCCOC(C=C)=O.C(C=C)(=O)OCCO